3-(1H-benzoimidazole-2-carbonyl)-3,4-diethoxyphenyl-5-(1H-indol-3-yl)spiro[indene-2,2'-pyrrolidine]-1,3-dione N1C(=NC2=C1C=CC=C2)C(=O)C2(CC(=CC=C2OCC)N2C1(CCC2)C(C2=CC=C(C=C2C1=O)C1=CNC2=CC=CC=C12)=O)OCC